4-bromo-5-(oxetan-3-ylsulfonyl)-1-trityl-indazol-3-ol BrC1=C2C(=NN(C2=CC=C1S(=O)(=O)C1COC1)C(C1=CC=CC=C1)(C1=CC=CC=C1)C1=CC=CC=C1)O